propionic acid 2-{(1S)-1-[(1R)-3,3-dimethylcyclohexyl] ethoxy}-2-oxoethyl ester CC1(C[C@@H](CCC1)[C@H](C)OC(COC(CC)=O)=O)C